2-amino-6-borono-2-(2-(3-(2,4-dichlorophenyl)propylamino)ethyl)hexanoic acid NC(C(=O)O)(CCCCB(O)O)CCNCCCC1=C(C=C(C=C1)Cl)Cl